(S*)-(8-fluoro-10,11-dihydrodibenzo[b,f]oxepin-10-yl)methanamine FC=1C=CC2=C([C@H](CC3=C(O2)C=CC=C3)CN)C1 |o1:6|